(6S,9S,12S,15S,18R,19R)-19-decyl-9-(hydroxymethyl)-15-isobutyl-16,18-dimethyl-12-[(1S)-1-methylpropyl]-6-(4-piperidyl)-1-oxa-4,7,10,13,16-pentazacyclononadecane-2,5,8,11,14,17-hexone C(CCCCCCCCC)[C@@H]1[C@H](C(N([C@H](C(N[C@H](C(N[C@H](C(N[C@H](C(NCC(O1)=O)=O)C1CCNCC1)=O)CO)=O)[C@H](CC)C)=O)CC(C)C)C)=O)C